O=C1CC2(C1)CN(C2)C2=CC=C(C=C2)C=2C=NC(=C(C(=O)NC1CCOCC1)C2)N 5-(4-(2-oxo-6-azaspiro[3.3]heptan-6-yl)phenyl)-2-amino-N-(tetrahydro-2H-pyran-4-yl)nicotinamide